N(=[N+]=[N-])C[C@H](C[C@@H]1N(C(OC1)(C)C)C(=O)OC(C)(C)C)CC=O tert-butyl (S)-4-((R)-2-(azidomethyl)-4-oxobutyl)-2,2-dimethyloxazolidine-3-carboxylate